tert-Butyl 3-(4-((4-(6-((tert-butoxycarbonyl)amino)hexyl)-6-chloro-2-methyl-2H-indazol-5-yl)amino)-2,6-dioxo-3-(3,4,5-trifluorobenzyl)-3,6-dihydro-1,3,5-triazin-1(2H)-yl)isonicotinate C(C)(C)(C)OC(=O)NCCCCCCC=1C2=CN(N=C2C=C(C1NC=1N(C(N(C(N1)=O)C1=C(C(=O)OC(C)(C)C)C=CN=C1)=O)CC1=CC(=C(C(=C1)F)F)F)Cl)C